[PH2](=O)[O-].[Mg+2].[PH2](=O)[O-] Magnesium hypophosphite salt